ClC1=NC(=NC(=N1)C)C(CCCN)(N)C1=NC(=NC(=N1)Cl)C bis(4-chloro-6-methyl-1,3,5-triazin-2-yl)butane-1,4-diamine